[F].FC(C1=CC(=CC=C1)C(F)(F)F)(F)F 1,3-bis(trifluoromethyl)benzene Fluorine